5-(2,3-dimethyl-3H-imidazo[4,5-b]pyridin-5-yl)-N-(cis-4-ethoxycyclohexyl)pyrrolo[2,1-f][1,2,4]triazin-2-amine CC1=NC=2C(=NC(=CC2)C=2C=CN3N=C(N=CC32)N[C@@H]3CC[C@@H](CC3)OCC)N1C